octanoyl-oxyphenyl-aminodimethyl-tetrahydrobenzothiazine C(CCCCCCC)(=O)OC1(C(N(SC=2C1CC=CC2)C)(C)N)C2=CC=CC=C2